2-(4-(4-((4H-1,2,4-triazol-3-yl)methoxy)-3-fluoro-5-methoxyphenyl)-6-chloro-3-methyl-2-oxo-2,3-dihydro-1H-benzo[d]imidazol-1-yl)-N-(4-fluorophenyl)acetamide hydrochloride Cl.N=1N=C(NC1)COC1=C(C=C(C=C1OC)C1=CC(=CC=2N(C(N(C21)C)=O)CC(=O)NC2=CC=C(C=C2)F)Cl)F